1-Ethyl-3-Methylimidazol bis(pentafluoroethylsulfonyl)imid [N-](S(=O)(=O)C(F)(F)C(F)(F)F)S(=O)(=O)C(F)(F)C(F)(F)F.C(C)N1CN(C=C1)C